ClC1=C(C=2N=C(N=CC2C(=N1)N1[C@H](CC1)C)OC[C@]12CCCN2C[C@@H](C1)F)F (2R,7aS)-7a-[({7-chloro-8-fluoro-5-[(2S)-2-methylazetidin-1-yl]pyrido[4,3-d]pyrimidin-2-yl}oxy)methyl]-2-fluoro-hexahydropyrrolizine